BrC=1C=C(C(=C(C1)C)Cl)C 5-bromo-2-chloro-1,3-dimethylbenzene